CN(C1=CC=C(C=C1)N=NC1=CC=C(C(=O)O)C=C1)C 4-(4'-dimethylaminophenylazo)-benzoic acid